C1(CC1)C=1C(=CC(N2C(=C(SC12)C1=CC(=C(C=C1)OCCCCC)C)C(=O)O)=O)CC1=CC=CC2=CC=CC=C12 5-cyclopropyl-4-[(1-naphthyl)methyl]-2-oxo-8-[4-(pentyloxy)-3-methyl-phenyl]-7-thia-1-azabicyclo[4.3.0]non-3,5,8-triene-9-carboxylic acid